C=C(C(=O)O)CCC(=O)O Methyleneglutaric acid